3-(6'-(2,2-difluoroethoxy)-4'-(hydroxymethyl)-[3,3'-bipyridin]-6-yl)-N-(4-fluorophenyl)oxetane-3-carboxamide FC(COC1=CC(=C(C=N1)C=1C=NC(=CC1)C1(COC1)C(=O)NC1=CC=C(C=C1)F)CO)F